OC1=CC=C(C=C1)C1=C(N(C=2N(C1=O)N=C(C2C=2SC=CC2)C2=CC=CC=C2)C)C 6-(4-hydroxyphenyl)-4,5-dimethyl-2-phenyl-3-(thiophen-2-yl)pyrazolo[1,5-a]pyrimidin-7(4H)-one